FC(C1CN(C1)C=1N=C(C2=C(N1)N=CC=C2)NCC=2C(=NC=CC2)C(F)(F)F)F 2-(3-(difluoromethyl)azetidin-1-yl)-N-((2-(trifluoromethyl)pyridin-3-yl)methyl)pyrido[2,3-d]pyrimidin-4-amine